FC(COC1=C(C=C(C(=N1)OC)NS(=O)(=O)C1=CN=C2N1C=CC(=C2)CC)F)F N-[6-(2,2-difluoroethoxy)-5-fluoro-2-methoxy-3-pyridyl]-7-ethyl-imidazo[1,2-a]pyridine-3-sulfonamide